8-(1,1-difluoro-5-azaspiro[2.3]hexan-5-yl)-6-(2,4-dimethoxypyrimidin-5-yl)imidazo[1,2-b]pyridazine FC1(CC12CN(C2)C=2C=1N(N=C(C2)C=2C(=NC(=NC2)OC)OC)C=CN1)F